N[C@H]1CC2=CC[C@H]3[C@@H]4CC[C@H]([C@@H](CCCC(C)C)C)[C@]4(CC[C@@H]3[C@]2(CC1)C)C 3α-Aminocholest-5-ene